ethyleneglycol bis-aminoethyl ether benzyl-(S)-2-(cyanomethyl)-4-(2-(((S)-1-methylpyrrolidin-2-yl)methoxy)-5,6,7,8-tetrahydropyrido[3,4-d]pyrimidin-4-yl)piperazine-1-carboxylate C(C1=CC=CC=C1)[C@]1(N(CCN(C1)C=1C2=C(N=C(N1)OC[C@H]1N(CCC1)C)CNCC2)C(=O)OCCOCC(N)N)CC#N